ammonium ethyl phosphonate P(OCC)([O-])=O.[NH4+]